(2-oxo-2H-chromene-3-yl)acetic acid O=C1OC2=CC=CC=C2C=C1CC(=O)O